trans-3-((6-(5-(([1,1'-Biphenyl]-3-yloxy)methyl)-1-methyl-1H-pyrazol-4-yl)pyridin-3-yl)oxy)cyclohexan C1(=CC(=CC=C1)OCC1=C(C=NN1C)C1=CC=C(C=N1)OC1CCCCC1)C1=CC=CC=C1